6-hydroxy-1,1-dimethyl-3-oxo-2H-xanthene-4-sulfonate OC=1C=C2OC3=C(C(CC(C3=CC2=CC1)(C)C)=O)S(=O)(=O)[O-]